{6-[7-(4-Oxetan-3-yl-piperazin-1-yl)-imidazo[1,2-a]Pyridin-3-yl]-pyrimidin-4-yl}-amine O1CC(C1)N1CCN(CC1)C1=CC=2N(C=C1)C(=CN2)C2=CC(=NC=N2)N